C(C)OC(=O)C1=CNC=2N=CN=C(C21)N[C@H]2CN([C@H](CC2)C)C(=O)OCC2=CC=CC=C2.FC(C2=CC=C(C=C2)N2CCCCC2)(F)F 1-(4-trifluoromethylphenyl)piperidine ethyl-4-(((3r,6s)-1-((benzyloxy)carbonyl)-6-methylpiperidin-3-yl)amino)-7H-pyrrolo[2,3-d]pyrimidine-5-carboxylate